N-(4-(3-(dimethylamino)phenyl)thiazol-2-yl)-2-(4-methyl-3-(methylsulfonyl)phenyl)cyclopropanecarboxamide CN(C=1C=C(C=CC1)C=1N=C(SC1)NC(=O)C1C(C1)C1=CC(=C(C=C1)C)S(=O)(=O)C)C